5-hydroxy-N-(4-oxo-3-{[2-(trifluoromethoxy)phenyl]methyl}-3,4-dihydroquinazolin-5-yl)-6-(trifluoromethyl)pyridine-2-carboxamide OC=1C=CC(=NC1C(F)(F)F)C(=O)NC1=C2C(N(C=NC2=CC=C1)CC1=C(C=CC=C1)OC(F)(F)F)=O